2-chloro-N-cyclopentyl-4-[[(3,4-dimethylpyrimido[4',5':4,5]thieno[2,3-c]pyridazin-8-yl)amino]methyl]benzamide ClC1=C(C(=O)NC2CCCC2)C=CC(=C1)CNC1=NC=NC2=C1SC=1N=NC(=C(C12)C)C